C(\C(\C)=C/C(=O)[O-])(=O)OCCCCCC(C)C mono-isooctyl citraconate